(R)-N-isobutyryl-2-methylpiperazine trifluoroacetate FC(C(=O)O)(F)F.C(C(C)C)(=O)N1[C@@H](CNCC1)C